C(CNC(=O)C1=CC=CC=C1)(=O)O.C(C)C1NC(CC12CC=C(CC2)C2=NC(=NC(=C2)O[C@@H](C(F)(F)F)C2=C(C=C(C=C2)Cl)C=2COCCC2)N)C(=O)O ethyl-8-(2-amino-6-((R)-1-(4-chloro-2-(5,6-dihydro-2H-pyran-3-yl)phenyl)-2,2,2-trifluoroethoxy)pyrimidin-4-yl)-2-azaspiro[4.5]dec-7-ene-3-carboxylic acid hippurate